ClC1=CC=C(C=C1)[C@@H](CN(C(OC(C)(C)C)=O)C(C)C)C(=O)N1[C@H]2CN(C[C@@H]1CC2)C2=C1C(=NC=C2)NC=C1C Tert-butyl ((S)-2-(4-chlorophenyl)-3-((1R,5S)-3-(3-methyl-1H-pyrrolo[2,3-b]pyridin-4-yl)-3,8-diazabicyclo[3.2.1]octan-8-yl)-3-oxopropyl)(isopropyl)carbamate